(S)-5,6-dimethyl-3-((3-(2-(2-(methylamino)propanamido)ethyl)phenyl)amino)pyrazine-2-carboxamide CC=1N=C(C(=NC1C)C(=O)N)NC1=CC(=CC=C1)CCNC([C@H](C)NC)=O